21-hydroxy-1-henicosene OCCCCCCCCCCCCCCCCCCCC=C